{2-Amino-4-[(benzo[b]thiophen-3-ylmethyl)-amino]-phenyl}-carbamic acid ethyl ester C(C)OC(NC1=C(C=C(C=C1)NCC=1C2=C(SC1)C=CC=C2)N)=O